FC1(CC(C1)C1=NN(C(=C1C)NC(OCC(C)(C)F)=O)C)F 2-fluoro-2-methylpropyl (3-(3,3-difluorocyclobutyl)-1,4-dimethyl-1H-pyrazol-5-yl)carbamate